3-hydroxypropyl (E)-octadec-9-enoate C(CCCCCCC\C=C\CCCCCCCC)(=O)OCCCO